CC1=CC=C(C=C1)S(=O)(=O)Cl p-toluene-sulphonyl chloride